(S)-1-((tert-butoxycarbonyl)amino)propan-2-yl-4-(4-fluoro-5-hydroxy-6-methoxybenzo[b]thiophen-2-yl)-4-oxobutanoate C(C)(C)(C)OC(=O)NC[C@H](C)OC(CCC(=O)C1=CC2=C(S1)C=C(C(=C2F)O)OC)=O